BrC1=CC=2N=CNC(C2N1C)=O 6-bromo-5-methyl-3,5-dihydro-4H-pyrrolo[3,2-d]Pyrimidin-4-one